BrC1=CC(=C(C=C1)C=1C(=CC2=C(N=CN2C)C1F)C(=O)NOCCO)Cl 6-(4-bromo-2-chlorophenyl)-7-fluoro-N-(2-hydroxyethoxy)-3-methylbenzimidazole-5-carboxamide